3-fluoro-5-(methoxycarbonyl)benzoic acid FC=1C=C(C(=O)O)C=C(C1)C(=O)OC